C(CC)(=O)[O-].[Li+] Lithium propionat